4-phenylphenolate aluminum (iii) [Al+3].C1(=CC=CC=C1)C1=CC=C(C=C1)[O-].C1(=CC=CC=C1)C1=CC=C(C=C1)[O-].C1(=CC=CC=C1)C1=CC=C(C=C1)[O-]